propoxytrimethoxysilane C(CC)O[Si](OC)(OC)OC